FC(C(=O)C1=CC=NC=C1)(F)F 2,2,2-trifluoro-1-(pyridin-4-yl)ethan-1-one